ethylene sulfite S1(=O)OCCO1